C(C)(C)(C)OC(=O)N1C[C@@H]([C@H](CC1)F)NC(C1=C(C=C(C(=C1)[N+](=O)[O-])N[C@@H]1[C@H](C1)C(F)F)F)=O (3S,4S)-3-(4-(((1S,2S)-2-(difluoromethyl)cyclopropyl)amino)-2-fluoro-5-nitrobenzamido)-4-fluoropiperidine-1-carboxylic acid tert-butyl ester